ClC=1C=C2C=C(NC2=CC1OCC=1N=CSC1)CNC(=O)[C@@H]1OCCC1 (R)-N-((5-chloro-6-(thiazol-4-ylmethoxy)-1H-indol-2-yl)methyl)tetrahydrofuran-2-carboxamide